OC1(CCCCC1)C1=CC=CC=C1 1-hydroxy-cyclohexylbenzene